C(C)C1=C(C=CC(=C1)N1[C@H](CNCC1)C)NC1=NC=C(C(=N1)C1=CC=2S(CCSCC2S1)(=O)=O)C(F)(F)F (S)-7-(2-((2-ethyl-4-(2-methylpiperazin-1-yl)phenyl)amino)-5-(trifluoromethyl)pyrimidin-4-yl)-2,3-dihydro-5H-thieno[3,2-e][1,4]dithiepine 1,1-dioxide